(1R)-1-(2-{3-[(1-ethyl-1H-pyrazol-4-yl)methyl]-6-methoxypyridin-2-yl}-5-fluorophenyl)ethan-1-ol C(C)N1N=CC(=C1)CC=1C(=NC(=CC1)OC)C1=C(C=C(C=C1)F)[C@@H](C)O